(3-Chloro-4-fluorophenyl)-1-((4-(2-hydroxyprop-2-yl)-5-(trifluoromethyl)-1H-pyrazol-3-yl)methyl)-1-(2-methoxypyrimidin-5-yl)urea ClC=1C=C(C=CC1F)NC(N(C=1C=NC(=NC1)OC)CC1=NNC(=C1C(C)(C)O)C(F)(F)F)=O